CC1=C(CCC1)O methyl-cyclopentenol